[4-[(E)-[(6-cyano-1,1-dioxo-1,2-benzothiazol-3-yl)-isobutyl-hydrazono]-methyl]-2-methoxy-phenyl]boronic acid C(#N)C1=CC2=C(C(=NS2(=O)=O)N(\N=C\C2=CC(=C(C=C2)B(O)O)OC)CC(C)C)C=C1